(2-(7-oxabicyclo[4.1.0]hept-3-yl)ethyl)(methyl)silanediol C12CC(CCC2O1)CC[Si](O)(O)C